C(C)N(CCNC(C(CCSCCC(=O)OCCCCCCCCCCCCCC)NC(C(CCCCCCCC)CCCCCC)=O)=O)CC tetradecyl 3-((4-((2-(diethylamino)ethyl)amino)-3-(2-hexyldecanamido)-4-oxobutyl)thio)propanoate